CCC=CCCC hepta-3-ene